N[C@@H]1[C@@H](CCCC1)NC=1N=C(C2=C(N1)C1(N=C2)CC1)NC=1C=C(C=CC1)C 2'-((1R,2S)-2-Aminocyclohexylamino)-4'-(m-tolylamino)spiro[cyclopropane-1,7'-pyrrolo[3,4-d]pyrimidin]